N-[(1S)-2-[[(1S)-2-amino-2-oxo-1-[[(3S)-2-oxo-3-piperidyl]methyl]ethyl]amino]-1-(cyclopropylmethyl)-2-oxo-ethyl]-7-chloro-5-fluoro-1H-indole-2-carboxamide NC([C@H](C[C@H]1C(NCCC1)=O)NC([C@H](CC1CC1)NC(=O)C=1NC2=C(C=C(C=C2C1)F)Cl)=O)=O